FC1=C(C=C(C(=C1)C(F)(F)F)F)NS(=O)(=O)C1=CNC(=C1)C1=C(C=C(C=C1)C)F N-[2,5-difluoro-4-(trifluoromethyl)phenyl]-5-(2-fluoro-4-methyl-phenyl)-1H-pyrrole-3-sulfonamide